C(C)C1=C(C=C(C(=O)O)C=C1)S(NC1=C(C=CC(=C1)C1=CN=C(S1)C)N1CCCCC1)(=O)=O 4-Ethyl-3-(N-(5-(2-methylthiazol-5-yl)-2-(piperidin-1-yl)phenyl)sulfamoyl)benzoic acid